FC(C(=O)O)(F)F.FC(C(=O)O)(F)F.N1CCC(CC1)OC=1C=C(C(=O)O)C=CN1 2-(piperidin-4-yloxy)isonicotinic acid-bis(2,2,2-trifluoroacetic acid) salt